4-[(3S)-3-amino-3-methylpyrrolidin-1-yl]-N-(4,4-difluorocyclohexyl)-5-(3,5-difluorophenyl)-6-(trifluoromethyl)pyridine-3-carboxamide N[C@@]1(CN(CC1)C1=C(C=NC(=C1C1=CC(=CC(=C1)F)F)C(F)(F)F)C(=O)NC1CCC(CC1)(F)F)C